z-phenylacetophenone C1(=CC=CC=C1)CC(=O)C1=CC=CC=C1